(R)-4-((6-cyclopropylpyridin-3-yl)amino)-2-(3-(methylcarbamoyl)pyrrolidin-1-yl)pyrimidine-5-carboxamide C1(CC1)C1=CC=C(C=N1)NC1=NC(=NC=C1C(=O)N)N1C[C@@H](CC1)C(NC)=O